BrC=1C(=NN(C(C1)=O)CC(=O)N[C@H]1CN(CCC1)C(=O)OC(C)(C)C)C(C)C (R)-tert-butyl 3-(2-(4-bromo-3-isopropyl-6-oxopyridazin-1(6H)-yl)acetamido)piperidine-1-carboxylate